6-((2,4,5-trimethoxyphenyl)ethynyl)benzo[d][1,3]dioxolane-5-formaldehyde COC1=C(C=C(C(=C1)OC)OC)C#CC=1C(=CC2=C(OCO2)C1)C=O